6-amino-2-butoxy-9-((5-(pyrrolidin-1-ylmethyl)thiophen-2-yl)methyl)-7,9-dihydro-8H-purin-8-one NC1=C2NC(N(C2=NC(=N1)OCCCC)CC=1SC(=CC1)CN1CCCC1)=O